1-[3-(difluoromethoxy)phenyl]-3,3-dimethyl-N-[(3R)-3-methyl-1,1-dioxo-thia-thiolan-3-yl]-2-oxo-pyrrolo[2,3-b]pyridine-5-carboxamide FC(OC=1C=C(C=CC1)N1C(C(C=2C1=NC=C(C2)C(=O)N[C@@]2(SS(CC2)(=O)=O)C)(C)C)=O)F